4-chloro-6-{[(2S)-1-(1H-tetrazol-1-yl)propan-2-yl]oxy}pyrimidine ClC1=NC=NC(=C1)O[C@H](CN1N=NN=C1)C